4-(4-cyano-3-fluorophenyl)nicotinic acid C(#N)C1=C(C=C(C=C1)C1=CC=NC=C1C(=O)O)F